tert-butyl N-[(2R)-3-[5-fluoro-2-methyl-7-(4,4,5,5-tetramethyl-1,3,2-dioxaborolan-2-yl)benzimidazol-1-yl]-2-methoxy-propyl]-N-methyl-carbamate FC1=CC2=C(N(C(=N2)C)C[C@H](CN(C(OC(C)(C)C)=O)C)OC)C(=C1)B1OC(C(O1)(C)C)(C)C